NC[C@@]1(OC2=C(C1)C(=C(C=C2)Cl)C2=C(C=CC=C2F)NCCN)C2=CC=CC=C2 |o1:2| N1-(2-((2S*,4S*)-2-(aminomethyl)-5-chloro-2-phenyl-2,3-dihydrobenzofuran-4-yl)-3-fluorophenyl)ethane-1,2-diamine